5-amino-3-(3,8-difluoro-4-methoxy-2-phenylquinoline-7-yl)-1-((1s,3s)-3-hydroxy-3-methylcyclobutyl)-1H-pyrazole-4-carbonitrile NC1=C(C(=NN1C1CC(C1)(C)O)C1=CC=C2C(=C(C(=NC2=C1F)C1=CC=CC=C1)F)OC)C#N